2,6-dibromophenyl-boric acid BrC1=C(C(=CC=C1)Br)OB(O)O